tert-butyl((1-(5-((3-benzyl-5-chloro-4-oxo-3,4-dihydroquinazoline-6-yl)thio)pyrazin-2-yl)-4-methylpiperidin-4-yl)methyl)carbamate C(C)(C)(C)OC(NCC1(CCN(CC1)C1=NC=C(N=C1)SC=1C(=C2C(N(C=NC2=CC1)CC1=CC=CC=C1)=O)Cl)C)=O